C(=O)([O-])CC[N+]12CCC(CC1)CC2 1-(2-carboxylatoethyl)-1-azabicyclo[2.2.2]octan-1-ium